4,5-dimethyl-1,7-octadiene CC(CC=C)C(CC=C)C